palladium (2,4-pentanedione) CC(CC(C)=O)=O.[Pd]